C1(CC1)[C@H](C)N1C=NC(=C1)C(=O)N1C[C@H]2C([C@H]2C1)C1=NOC(C1)(C)C (1-((S)-1-Cyclopropylethyl)-1H-imidazol-4-yl)((1R,5S,6S)-6-(5,5-dimethyl-4,5-dihydroisoxazol-3-yl)-3-azabicyclo[3.1.0]hexan-3-yl)methanone